2-[3-(2,5-dichloropyrimidin-4-yl)-5-oxo-5H,6H,7H-pyrrolo[3,4-b]pyridin-6-yl]acetic acid tert-butyl ester C(C)(C)(C)OC(CN1CC2=NC=C(C=C2C1=O)C1=NC(=NC=C1Cl)Cl)=O